O1C(OCCC1)C1=NC=CC(=C1NC(=O)C=1C=NC(=NC1)C(C)C)C1=C(C=CC=C1)F N-(2-(1,3-dioxan-2-yl)-4-(2-fluorophenyl)pyridin-3-yl)-2-isopropylpyrimidine-5-carboxamide